(2S)-2-amino-3-(4-(4-(1-(5-chloro-[1,1'-biphenyl]-2-yl)-2,2,2-trifluoroethoxy)thieno[3,2-d]pyrimidin-7-yl)phenyl)propanoic acid hydrochloride Cl.N[C@H](C(=O)O)CC1=CC=C(C=C1)C1=CSC2=C1N=CN=C2OC(C(F)(F)F)C2=C(C=C(C=C2)Cl)C2=CC=CC=C2